6-((1s,3s)-3-hydroxycyclobutyl)-2-methyl-4-(((R)-1-(2-methyl-3-(trifluoromethyl)phenyl)ethyl)amino)-2,6-dihydropyrido[3,4-d]pyridazine-1,7-dione OC1CC(C1)N1C=C2C(=NN(C(C2=CC1=O)=O)C)N[C@H](C)C1=C(C(=CC=C1)C(F)(F)F)C